5-(4-(isopropylsulfonyl)phenyl)-3-(3-(4-isothiocyanatophenyl)isoxazol-5-yl)pyridine (oxazin-2-yl)carbamate O1N(C=CC=C1)NC(O)=O.C(C)(C)S(=O)(=O)C1=CC=C(C=C1)C=1C=C(C=NC1)C1=CC(=NO1)C1=CC=C(C=C1)N=C=S